N[C@H](C(=O)NCCCC[C@@H](C(=O)OC(C)(C)C)NC(=O)N[C@@H](CCC(=O)OC(C)(C)C)C(=O)OC(C)(C)C)CC1=CC2=CC=CC=C2C=C1 di-tert-butyl (((S)-6-((S)-2-amino-3-(naphthalen-2-yl) propanamido)-1-(tert-butoxy)-1-oxohexan-2-yl) carbamoyl)-L-glutamate